tert-butyl 2-(7-fluoro-5-methoxycarbonyl-1-methyl-benzoimidazol-2-yl)-11-isopropyl-1,9-diazatricyclo[6.3.1.04,12]dodeca-2,4,6,8(12)-tetraene-9-carboxylate FC1=CC(=CC2=C1N(C(=N2)C=2N1C(CN(C=3C=CC=C(C2)C13)C(=O)OC(C)(C)C)C(C)C)C)C(=O)OC